3-Cyclopropyl-6-methyl-octadecan-3-ol C1(CC1)C(CC)(CCC(CCCCCCCCCCCC)C)O